C[C@H]1CN([C@@]12CN(CC2)C=2C1=C(N=CN2)N(C=C1)COCC[Si](C)(C)C)C(CC#N)=O 3-((3s,4r)-3-methyl-6-(7-((2-(trimethylsilyl)ethoxy)methyl)-7H-pyrrolo[2,3-d]pyrimidin-4-yl)-1,6-diazaspiro[3.4]oct-1-yl)-3-oxopropionitrile